BrC1=C(C(=C(C(=C1OCC(CBr)Br)Br)Br)Br)Br 2,3-dibromopropyl pentabromophenyl oxide